3-[6-[(4-methoxyphenyl)methyl]-6-azaspiro[3.5]nonan-9-yl]-1-methyl-7-methylsulfanyl-4H-pyrimido[4,5-d]pyrimidin-2-one COC1=CC=C(C=C1)CN1CC2(CCC2)C(CC1)N1C(N(C2=NC(=NC=C2C1)SC)C)=O